C(C)(=O)N1C(/C(/NC(C1)=O)=C/C=1N=CNC1C(C)(C)C)=O (Z)-1-acetyl-3-[(5-(tert-butyl)-1H-imidazol-4-yl)methylene]piperazine-2,5-dione